N-(2-(benzyloxy)-2-oxoethyl)-N-(2-((2S,3S)-1-methyl-5-oxo-2-(pyridin-3-yl)pyrrolidine-3-carboxamido)ethyl)glycine C(C1=CC=CC=C1)OC(CN(CC(=O)O)CCNC(=O)[C@@H]1[C@H](N(C(C1)=O)C)C=1C=NC=CC1)=O